((4-bromo-3-chlorophenyl)amino)piperidine-1-carboxylic acid tert-butyl ester C(C)(C)(C)OC(=O)N1C(CCCC1)NC1=CC(=C(C=C1)Br)Cl